6-isopropyl-5-(8-methyl-[1,2,4]triazolo[1,5-a]pyridin-6-yl)-N-((1-(methylsulfonyl)cyclopropyl)methyl)-4H-pyrrolo[3,2-d]thiazole-2-carboxamide C(C)(C)C1=C(NC2=C1N=C(S2)C(=O)NCC2(CC2)S(=O)(=O)C)C=2C=C(C=1N(C2)N=CN1)C